ClC=1C=C2C(=CC(=NC2=CC1)C(F)(F)F)N[C@@H]1C[C@@H](CCC1)NC(=O)C=1C=NN(C1)CC(C)(C)F N-((1R,3S)-3-((6-chloro-2-(trifluoromethyl)quinolin-4-yl)amino)cyclohexyl)-1-(2-fluoro-2-methylpropyl)-1H-pyrazole-4-carboxamide